(R)-tert-butyl 2-allyl-3-formyl-6-methyl-6,7-dihydro-2H-pyrazolo[4,3-c]pyridine-5(4H)-carboxylate C(C=C)N1N=C2C(CN([C@@H](C2)C)C(=O)OC(C)(C)C)=C1C=O